FC=1C=C(C=CC1OC1=C2C(=NC=C1)NC(N2)=O)NC(=O)C=2C=NN(C2C(F)(F)F)C2=CC=CC=C2 N-(3-fluoro-4-((2-oxo-2,3-dihydro-1H-imidazo[4,5-b]pyridin-7-yl)oxy)phenyl)-1-phenyl-5-(trifluoromethyl)-1H-pyrazole-4-carboxamide